Br\C(=C(/Cl)\C1=CC=C(C=C1)[N+](=O)[O-])\I (E)-1-(2-bromo-1-chloro-2-iodovinyl)-4-nitrobenzene